[4-[1-isopropyl-4-(trifluoromethyl)imidazol-2-yl]-3-methoxy-phenyl]methanamine C(C)(C)N1C(=NC(=C1)C(F)(F)F)C1=C(C=C(C=C1)CN)OC